CN(N)C(=O)OCCCCC[C@@H]1SC[C@@H]2NC(N[C@@H]21)=O 5-((3aS,4S,6aR)-2-oxohexahydro-1H-thieno[3,4-d]imidazole-4-yl)pentyl 1-methylhydrazine-1-carboxylate